4-(2,4,5-trifluoro-phenyl)-1,3-butanedione FC1=C(C=C(C(=C1)F)F)CC(CC=O)=O